S1N=NC(=C1)C(=O)N 1,2,3-Thiadiazoleamide